2-(pyridin-2-yl)-4-(1,10-phenanthroline-4-yl)phenol lithium [Li].N1=C(C=CC=C1)C1=C(C=CC(=C1)C1=CC=NC2=C3N=CC=CC3=CC=C12)O